N1CC(C1)CN1CC(C1)CO (1-(azetidin-3-ylmethyl)azetidin-3-yl)methanol